ClC=1C=C(C=C(C1)C1=NC=C(C=N1)F)[C@H]1N(CCN(C1)C(\C=C/Cl)=O)C(=O)OC(C)(C)C tert-butyl (R,Z)-2-(3-chloro-5-(5-fluoropyrimidin-2-yl)phenyl)-4-(3-chloroacryloyl)-piperazine-1-carboxylate